2-(4-hydroxyphenyl)-4-methylthiazole-5-formate OC1=CC=C(C=C1)C=1SC(=C(N1)C)C(=O)[O-]